butoxycarbonyl-4-hydroxy-piperidine-4-carboxylic acid C(CCC)OC(=O)N1CCC(CC1)(C(=O)O)O